N-(4,7-dimethoxybenzothiazol-2-yl)-2-[4-(ethylsulfonyl)phenyl]-2-(4-methoxyphenoxy)acetamide COC1=CC=C(C2=C1N=C(S2)NC(C(OC2=CC=C(C=C2)OC)C2=CC=C(C=C2)S(=O)(=O)CC)=O)OC